C(CCC)C(=O)C methyl butyl ketone